(5-(3,5-difluorophenyl)-4,5-dihydro-1H-pyrazol-1-yl)(3-((5-methyl-1H-pyrazol-1-yl)methyl)bicyclo[1.1.1]-pentan-1-yl)methanone FC=1C=C(C=C(C1)F)C1CC=NN1C(=O)C12CC(C1)(C2)CN2N=CC=C2C